P(OC1=CC=C(C=C1)Br)(O[C@H](C(=O)NC)CC1=CC=C(C=C1)[N+](=O)[O-])(=O)N 4-bromophenyl (4-nitrophenyl)((S)-1-(methyl-amino)-1-oxopropan-2-yl) phosphoramidate